phenylenebis(ethylene) C1(=C(C=CC=C1)C=C)C=C